2,2,5-TRIMETHYLHEX-4-ENAL CC(C=O)(CC=C(C)C)C